2,3,5-triphenyltetrachloroazolamine C1(=CC=CC=C1)C1(NC(C(C1(C1=CC=CC=C1)Cl)(Cl)Cl)(C1=CC=CC=C1)Cl)N